2-[(propoxy carbonyl) amino]ethyl methacrylate C(C(=C)C)(=O)OCCNC(=O)OCCC